2-(4-vinylbenzyl)-5,5'-octamethylenebis(2H-tetrazole) C(=C)C1=CC=C(CC(CC=2N=NNN2)CCCCCCC=2N=NNN2)C=C1